methyl (E)-5-(1-(4-fluorophenyl)-2-(trimethylsilyl)vinyl)-6-((2-(pyrrolidin-1-yl)ethyl)amino)nicotinate FC1=CC=C(C=C1)/C(=C\[Si](C)(C)C)/C=1C(=NC=C(C(=O)OC)C1)NCCN1CCCC1